lithium vanadium oxide lithium phosphate P(=O)([O-])([O-])[O-].[Li+].[O-2].[V+5].[Li+]